1-(trimethoxysilyl)-2-(dimethylmethoxysilyl)ethane CO[Si](CC[Si](OC)(C)C)(OC)OC